2,3-dihydroisoxazolin O1NCCC1